methylthiazole-5-carboxylate COC(=O)C1=CN=CS1